(5,5-Dimethyl-1,4-dioxan-2-yl)methanol CC1(OCC(OC1)CO)C